N-(4-(3-(4-(5-(difluoromethyl)-1,3,4-oxadiazol-2-yl)-2,6-difluorobenzyl)-1,2,4-oxadiazol-5-yl)benzyl)-2,2-difluoro-N-methylacetamide FC(C1=NN=C(O1)C1=CC(=C(CC2=NOC(=N2)C2=CC=C(CN(C(C(F)F)=O)C)C=C2)C(=C1)F)F)F